N1(CCCCCC1)C=1C(=NC2=CC(=CC(=C2N1)[C@@H](C)NC1=C(C(=O)O)C=CC=C1)C)C#N (R)-2-((1-(3-(azepan-1-yl)-2-cyano-7-methylquinoxalin-5-yl)ethyl)amino)benzoic acid